BrC1=CC(=C2C=C(C(NC2=C1)=O)C)OC(F)F 7-bromo-5-(difluoromethoxy)-3-methylquinolin-2(1H)-one